(E)-1-(3-chloro-2-hydroxy-phenyl)-3-[2-(methoxymethoxy)-4-(trifluoromethyl)phenyl]prop-2-en-1-one ClC=1C(=C(C=CC1)C(\C=C\C1=C(C=C(C=C1)C(F)(F)F)OCOC)=O)O